3-fluoro-N-(4-nitrophenyl)-5,7-dihydro-6H-pyrrolo[3,4-b]pyridine-6-carboxamide FC=1C=C2C(=NC1)CN(C2)C(=O)NC2=CC=C(C=C2)[N+](=O)[O-]